NC(CC(=O)N1CCN(CC1)C(C1=C(C=C(C=C1)NC=1C=2N(C=CN1)C(=CN2)C2=CC=C(C=C2)OC(F)F)C)=O)(C)C 3-amino-1-[4-[4-[[3-[4-(difluoromethoxy)phenyl]imidazo[1,2-a]pyrazin-8-yl]amino]-2-methylbenzoyl]piperazin-1-yl]-3-methylbutan-1-one